(S)-7-((6-(4-(3-aminopropyl)piperazin-1-yl)-5-methylpyridin-3-yl)methyl)-N2-(pent-2-yl)imidazo[2,1-f][1,2,4]triazine-2,4-diamine NCCCN1CCN(CC1)C1=C(C=C(C=N1)CC1=CN=C2C(=NC(=NN21)N[C@@H](C)CCC)N)C